C1(OCC=C2CC=CC=C12)=O 2,5-dihydro-isochromenone